N-[3-Fluoro-5-(trifluoromethoxy)phenyl]-2-[4-([1,2,4]triazolo[1,5-a]pyridin-7-yl)phenyl]acetamide FC=1C=C(C=C(C1)OC(F)(F)F)NC(CC1=CC=C(C=C1)C1=CC=2N(C=C1)N=CN2)=O